7-(3-(6,7-dihydro-4H-pyrazolo[5,1-c][1,4]oxazin-3-yl)-7,8-dihydro-1,6-naphthyridin-6(5H)-yl)-2-(methoxymethyl)-8,9-dimethyl-4H-pyrimido[1,2-b]pyridazin-4-one N1=CC(=C2COCCN21)C=2C=NC=1CCN(CC1C2)C=2C(=C(C=1N(N2)C(C=C(N1)COC)=O)C)C